N-(6-(6-(4-aminophenyl)-1-(2,6-difluorobenzyl)-5-((Dimethylamino)methyl)-2,4-dioxo-1,2-dihydrothieno[2,3-d]pyrimidin-3(4H)-yl)pyridazin-3-yl)-N-methylmethanesulfonamide NC1=CC=C(C=C1)C1=C(C2=C(N(C(N(C2=O)C2=CC=C(N=N2)N(S(=O)(=O)C)C)=O)CC2=C(C=CC=C2F)F)S1)CN(C)C